ClC=1C(=NC=C(C1)C(F)(F)F)C(C(=O)O)CNC(C1=C(C=CC=C1)C(F)(F)F)=O 2-[3-chloro-5-(trifluoromethyl)pyridin-2-yl]-3-{[2-(trifluoromethyl)benzoyl]amino}propanoic acid